CC1(CC(CCC1)OC([C@@H](NP(=O)(OC1=CC=CC=C1)OC1=CC=C(C=C1)[N+](=O)[O-])C)=O)C ((4-nitrophenoxy)(phenoxy)phosphoryl)-L-alanine 3,3-dimethylcyclohexyl ester